CC=1C=C(OC2=CC=C(C=C2)NN)C=C(C1)C 4-(3,5-dimethylphenoxy)phenylhydrazine